1-cyclopropyl-1,4-dihydro-4-oxo-6-fluoro-7-[(S,S)-2,8-diazabicyclo[4.3.0]nonan-8-yl]-8-methoxy-quinolinecarboxylic acid C1(CC1)N1C(=CC(C2=CC(=C(C(=C12)OC)N1C[C@@H]2CCCN[C@@H]2C1)F)=O)C(=O)O